NC=1N=NC(=CC1N1C[C@H](CCC1)C1=C(C=C(C(=O)O)C=C1)Cl)C1=C(C=CC=C1)O (R)-4-(1-(3-Amino-6-(2-hydroxyphenyl)pyridazin-4-yl)piperidin-3-yl)-3-chlorobenzoic acid